C(#N)C=1C=C(C=NC1OC(F)F)NC(=O)[C@H]1C[C@](C2=C1C=NC=1N2N=C(C1)F)(C=1C=NN(C1)C)C (6S,8S)-N-(5-cyano-6-(difluoromethoxy)pyridin-3-yl)-2-fluoro-8-methyl-8-(1-methyl-1H-pyrazol-4-yl)-7,8-dihydro-6H-cyclopenta[e]pyrazolo[1,5-a]pyrimidine-6-carboxamide